8,8,9,9,9-pentafluorononanenitrile FC(CCCCCCC#N)(C(F)(F)F)F